methyl 6-cyclopropylfuro[2,3-b]pyrazine-2-carboxylate C1(CC1)C1=CC=2C(=NC=C(N2)C(=O)OC)O1